1-oxo-2,8-diazaspiro[4.5]decane O=C1NCCC12CCNCC2